C(CCCCC)(=O)OCCCCCC(=O)[O-] 6-(hexanoyloxy)hexanoate